C1=CC=C2C=C3C=C4C=CC=CC4=CC3=CC2=C1 The molecule is an acene that consists of four ortho-fused benzene rings in a rectilinear arrangement. It is an acene and a member of tetracenes.